NC=1N(C2=C3C(C(=CNC(C13)=O)Cl)=NC(=N2)C)C2=C(C(=CC=C2C)O)C 1-amino-6-chloro-2-(3-hydroxy-2,6-dimethylphenyl)-4-methyl-2,8-dihydro-9H-2,3,5,8-Tetraazabenzo[cd]azulen-9-one